N-(3-triethoxysilylpropyl)-2,2-dimethoxy-1-aza-2-silacyclopentane C(C)O[Si](CCCN1[Si](CCC1)(OC)OC)(OCC)OCC